6-bromo-2-(4,4-difluorocyclohexyl)pyridazine BrC1=CC=CN(N1)C1CCC(CC1)(F)F